(S)-1-((4-(3-hydroxypyrrolidin-1-yl)pyrimidin-2-yl)methyl)-4-(1-(4-(trifluoromethyl)phenyl)-1H-indazol-3-yl)pyridin-2(1H)-one O[C@@H]1CN(CC1)C1=NC(=NC=C1)CN1C(C=C(C=C1)C1=NN(C2=CC=CC=C12)C1=CC=C(C=C1)C(F)(F)F)=O